SC[C@H](O)[C@@H](O)CS.[Na] sodium L-dithiothreitol